(S)-5-(1-Ethyl-3-(trifluoromethyl)-1H-pyrazol-4-yl)-2-(6-methoxychroman-4-yl)-7-((2-methyl-1H-imidazol-1-yl)methyl)-3,4-dihydroisoquinolin-1(2H)-one C(C)N1N=C(C(=C1)C1=C2CCN(C(C2=CC(=C1)CN1C(=NC=C1)C)=O)[C@H]1CCOC2=CC=C(C=C12)OC)C(F)(F)F